3,6-dimethyl-4-oxo-2-(1-piperidyl)chromen CC1=C(OC2=CC=C(C=C2C1=O)C)N1CCCCC1